N-(6-(5-chloro-6-fluoro-7-(isopropylamino)-1H-indazol-4-yl)imidazo[1,2-a]pyrazin-2-yl)-3-hydroxypropanamide ClC=1C(=C2C=NNC2=C(C1F)NC(C)C)C=1N=CC=2N(C1)C=C(N2)NC(CCO)=O